5-[2-[5-(aminomethyl)pyrimidin-2-yl]-5-fluorophenoxy]-N-(2,2-difluoroethyl)-N,1-dimethylpyrazole-3-amine NCC=1C=NC(=NC1)C1=C(OC2=CC(=NN2C)N(C)CC(F)F)C=C(C=C1)F